C(C)(=O)N1C[C@@H](CCC1)C(=O)N1CCN(CC1)C(=O)C=1OC2=C(C1)C=CC=C2C2=C1CNC(C1=CC=C2)=O (R)-4-(2-(4-(1-acetylpiperidine-3-carbonyl)piperazine-1-carbonyl)benzofuran-7-yl)isoindolin-1-one